1-(4-(5-isopropyl-6-(8-methyl-[1,2,4]triazolo[1,5-a]pyridin-6-yl)-1H-indazol-3-yl)cyclohexyl)-3-methylazetidin C(C)(C)C=1C=C2C(=NNC2=CC1C=1C=C(C=2N(C1)N=CN2)C)C2CCC(CC2)N2CC(C2)C